C12=CC=C(N1)C=C1C=CC(=N1)C=C1C=CC(N1)=CC=1C=CC(N1)=C2.[Zn] mono-zinc porphyrin